2-[4-(1,3-benzoxazol-2-yl)-5-hydroxy-1-methyl-6-oxopyrimidin-2-yl]-3-phenyl-1,3-dihydroisoindole-5-carboxylic acid O1C(=NC2=C1C=CC=C2)C=2N=C(N(C(C2O)=O)C)N2CC1=CC=C(C=C1C2C2=CC=CC=C2)C(=O)O